ferric thiophosphite P([S-])([O-])[O-].[Fe+3]